2-chloro-1'-[(2,4-dimethoxyphenyl)methyl]-2'-(2-methylpyrimidin-5-yl)spiro[4,5-dihydrothieno[2,3-c]pyran-7,4'-piperidine] ClC1=CC2=C(S1)C1(CC(N(CC1)CC1=C(C=C(C=C1)OC)OC)C=1C=NC(=NC1)C)OCC2